Isopropyl ((((2R,3S,5R)-5-(6-amino-2-fluoro-9H-purin-9-yl)-2-ethynyl-3-hydroxy-tetrahydrofuran-2-yl)meth-oxy)(phenoxy)phosphoryl)-L-phenylalaninate NC1=C2N=CN(C2=NC(=N1)F)[C@H]1C[C@@H]([C@@](O1)(C#C)COP(=O)(OC1=CC=CC=C1)N[C@@H](CC1=CC=CC=C1)C(=O)OC(C)C)O